4-(3-iodo-2-quinolinyl)piperazine-1-carboxylic acid tert-butyl ester C(C)(C)(C)OC(=O)N1CCN(CC1)C1=NC2=CC=CC=C2C=C1I